F[B-](F)(F)F.N1(N=NC2=C1N=CC=C2)OC(=[N+](C)C)N(C)C O-(7-azabenzotriazol-1-yl)-1,1,3,3-tetramethyluronium tetrafluoroborate